1-[2-(3-fluoroazetidin-1-yl)-2-oxo-ethyl]-6-[5-(trifluoromethyl)-2-thienyl]-3H-imidazo[4,5-b]Pyridin-2-one FC1CN(C1)C(CN1C(NC2=NC=C(C=C21)C=2SC(=CC2)C(F)(F)F)=O)=O